C1C2C(CC3C1C(=O)OC3=O)C(=O)OC2=O 1,2,4,5-cyclohexanetetracarboxylic Acid dianhydride